trimethyl-amine oxide dihydrate O.O.C[N+](C)(C)[O-]